FC1=C(C=CC(=C1)OC1=CC(=NC=C1)C=1N=C(SC1)C)NC(OC(C)(C)C)=O tert-Butyl (2-fluoro-4-((2-(2-methylthiazol-4-yl)pyridin-4-yl)oxy)phenyl)carbamate